1-[2-(2-{2-[(2S)-5-(tert-butoxy)-2-{[(9H-fluoren-9-yloxy)carbonyl]amino}-5-oxopentanamido]acetamido}acetamido)acetamido]-3,6,9,12,15,18,21,24-octaoxaheptacosan C(C)(C)(C)OC(CC[C@@H](C(=O)NCC(=O)NCC(=O)NCC(=O)NCCOCCOCCOCCOCCOCCOCCOCCOCCC)NC(=O)OC1C2=CC=CC=C2C=2C=CC=CC12)=O